C(C)C(CO)=CC 2-Ethyl-2-buten-1-ol